n-butyl 4-α-hydroxyisopropylbenzoate OC(C)(C)C1=CC=C(C(=O)OCCCC)C=C1